7-{(4,4-Difluorocyclohexyl)methoxy}-8-methoxychroman-4-amine FC1(CCC(CC1)COC1=CC=C2C(CCOC2=C1OC)N)F